5-((4'-(difluoromethoxy)-[1,1'-biphenyl]-4-yl)methoxy)-1H-1,2,3-triazole-4-carboxylic acid FC(OC1=CC=C(C=C1)C1=CC=C(C=C1)COC1=C(N=NN1)C(=O)O)F